4-((1-(5-methoxy-2-(1-methyl-1H-pyrazol-4-yl)-4-nitrophenyl)piperidin-4-yl)methaneyl)piperazine-1-carboxylate COC=1C(=CC(=C(C1)N1CCC(CC1)CN1CCN(CC1)C(=O)[O-])C=1C=NN(C1)C)[N+](=O)[O-]